(E)-1-[2-Hydroxy-4-(oxan-2-yloxy)phenyl]-3-[3-(oxan-2-yloxy)phenyl]prop-2-en-1-one OC1=C(C=CC(=C1)OC1OCCCC1)C(\C=C\C1=CC(=CC=C1)OC1OCCCC1)=O